N-(4-((1S,4S)-5-(3-cyanopropionyl)-2,5-diazabicyclo[2.2.1]hept-2-yl)-1H-pyrrolo[2,3-b]pyridin-6-yl)cyclopropylcarboxamide C(#N)CCC(=O)N1[C@@H]2CN([C@H](C1)C2)C2=C1C(=NC(=C2)NC(=O)C2CC2)NC=C1